CC(C(=O)O[C@H]1[C@@H]([C@@]2([C@@H]([C@]3(CCC4(O[C@@]13C)COC(C4)=O)C)CCC[C@@]24OC4)C)OC(C)=O)C (4a'R,5'S,6'R,6a'S,7'R,10a'R,10b'R)-6'-Acetoxy-4a',6a',10b'-trimethyl-5-oxododecahydro-2'H-dispiro[furan-3,3'-benzo[f]chromene-7',2''-oxiran]-5'-yl 2-methylpropanoate